FC(C1=NN=C(O1)C1=CC(=C(C=C1)CN(C(=O)N1CC(SC(C1)C)C)C1=CC=C(C=C1)F)F)F N-[[4-[5-(difluoromethyl)-1,3,4-oxadiazol-2-yl]-2-fluoro-phenyl]methyl]-N-(4-fluorophenyl)-2,6-dimethyl-thiomorpholine-4-carboxamide